CC(C(=O)ON1C(C2=C(C(=C(C(=C2C1=O)Cl)Cl)Cl)Cl)=O)CC1=CC=CC=C1 4,5,6,7-tetrachloro-1,3-dioxoisoindolin-2-yl 2-methyl-3-phenylpropionate